FC1(OC2=C(O1)C=CC(=C2)N(C(=O)C=2C=C(C=CC2)N2N=C(C=1CCC[C@H](C21)OC=2C=CC=NC2)C(F)(F)F)C)F (R)-5-[[1-[3-[(2,2-Difluoro-1,3-benzodioxol-5-yl)-methyl-carbamoyl]phenyl]-3-(trifluoromethyl)-4,5,6,7-tetrahydroindazol-7-yl]oxy]pyridin